(cis)-3-[6-methoxy-4-(trifluoromethyl)-1,3a-diaza-2-indenyl]-1-methylcyclobutanol COC=1C=C(N2C=C(N=C2C1)C1CC(C1)(O)C)C(F)(F)F